BrC=1C=C(C=C(C1)NC1=NC(=NC=C1C1=CC(=CC(=C1)F)Cl)NC=1C=NN(C1)C)NC(C=C)=O N-(3-bromo-5-((5-(3-chloro-5-fluorophenyl)-2-((1-methyl-1H-pyrazol-4-yl)amino)pyrimidin-4-yl)amino)phenyl)acrylamide